3-[(3-chloro-2-methoxyphenyl)amino]-2-(3-[2-[(2R)-4,4-difluoropyrrolidin-2-yl]ethynyl]pyridin-4-yl)-1H,5H,6H,7H-pyrrolo[3,2-c]pyridin-4-one ClC=1C(=C(C=CC1)NC1=C(NC2=C1C(NCC2)=O)C2=C(C=NC=C2)C#C[C@@H]2NCC(C2)(F)F)OC